5-(2-(cyclopropylmethyl)-9-fluoro-7-hydroxy-4,5-dihydro-2H-benzo[e]indazol-8-yl)-1,2,5-thiadiazolidin-3-one 1,1-dioxide C1(CC1)CN1N=C2CCC3=C(C2=C1)C(=C(C(=C3)O)N3CC(NS3(=O)=O)=O)F